N-((3-fluoro-2,6-diisopropylphenyl)carbamoyl)-4,6,7,8-tetrahydro-5,8-ethanofuro[3,2-c]azepine-2-sulfonamide FC=1C(=C(C(=CC1)C(C)C)NC(=O)NS(=O)(=O)C1=CC=2CN3CCC(C2O1)CC3)C(C)C